OC=1C(=CC=2NC3=CC=CC=C3C2C1)C 3-hydroxy-2-methyl-9H-carbazole